N-(1-cyanocyclopropyl)-4-[1-(2-methylpropanoyl)-3,6-dihydro-2H-pyridin-4-yl]-9H-pyrido[2,3-b]Indole-7-sulfonamide C(#N)C1(CC1)NS(=O)(=O)C1=CC=C2C3=C(NC2=C1)N=CC=C3C=3CCN(CC3)C(C(C)C)=O